CC1=NNC2=NC=NC(=C21)N 3-methyl-1H-pyrazolo[3,4-d]pyrimidine-4-Amine